(R)-(5-fluoro-2-(2-methoxy-7-methylquinoxalin-5-yl)-7,8-dihydrobenzofuro[5,4-d]thiazol-7-yl)methyl (4-(oxazol-2-yl)phenyl)carbamate O1C(=NC=C1)C1=CC=C(C=C1)NC(OC[C@@H]1OC2=C(C1)C1=C(N=C(S1)C1=C3N=CC(=NC3=CC(=C1)C)OC)C=C2F)=O